4-phenyl-3H-1,2,4-triazole-3,5(4H)-dione C1(=CC=CC=C1)N1C(N=NC1=O)=O